difluorochloromonobromomethane FC(Br)(Cl)F